stearoyloxy-maleimide C(CCCCCCCCCCCCCCCCC)(=O)OC=1C(=O)NC(C1)=O